N-(1,1-dimethylsilinan-4-yl)-6-methyl-4-(trifluoromethyl)-1H-indole-2-carboxamide C[Si]1(CCC(CC1)NC(=O)C=1NC2=CC(=CC(=C2C1)C(F)(F)F)C)C